FC1=CC=C(C=C1)NC1=NC(=C2N=CNC2=N1)N1CCS(CC1)(=O)=O 4-(2-((4-fluorophenyl)amino)-9H-purin-6-yl)thiomorpholine 1,1-dioxide